3-(6-aminopyridin-3-yl)propionic acid NC1=CC=C(C=N1)CCC(=O)O